C1(CC1)NC1=NC=2N(C(C(=NC2C=N1)C1=CC2=CN(N=C2C=C1)CC(=O)N(C)C)=O)C1=CC=C(C=C1)OC(F)F (5-(2-(cyclopropylamino)-8-(4-(difluoromethoxy)phenyl)-7-oxo-7,8-dihydropteridin-6-yl)-2H-indazol-2-yl)-N,N-dimethylacetamide